2-((1-((2-(3,5-dichloro-phenyl)-6-((2-(4-methyl-piperazin-1-yl)pyrimidin-5-yl)oxy)pyridin-4-yl)methyl)piperidin-4-yl)oxy)-2-methyl-propanoic acid ClC=1C=C(C=C(C1)Cl)C1=NC(=CC(=C1)CN1CCC(CC1)OC(C(=O)O)(C)C)OC=1C=NC(=NC1)N1CCN(CC1)C